[B].[N]=O nitrogen oxide boron